C(C)(C)(C)OC(=O)N1C(C2C(C2C1)C(NC=1N=CC2=C(N=C(C=C2C1)Cl)Cl)=O)=O exo-6-(6,8-dichloro-2,7-naphthyridin-3-ylcarbamoyl)-2-oxo-3-azabicyclo[3.1.0]Hexane-3-carboxylic acid tert-butyl ester